3-[2-(1,1-Dioxo-1λ6-thiomorpholin-4-ylmethyl)-1H-indol-6-ylethynyl]-2-(1H-indol-6-yl)-benzoic Acid O=S1(CCN(CC1)CC=1NC2=CC(=CC=C2C1)C#CC=1C(=C(C(=O)O)C=CC1)C1=CC=C2C=CNC2=C1)=O